C(C1=CC=CC=C1)OC(=O)NCCCCOC1CN(C1)C(=O)OC(C)(C)C tert-Butyl 3-(4-(((benzyloxy)carbonyl)amino)butoxy)azetidine-1-carboxylate